[7-(Trifluoromethylsulfonyl)-1H-indazol-4-yloxy]benzonitrile FC(S(=O)(=O)C=1C=CC(=C2C=NNC12)OC1=C(C#N)C=CC=C1)(F)F